C(#N)C1=CC=NC2=C(C=CC=C12)NC(C1=CC=C(C=C1)OC(C)C)=O N-(4-cyanoquinolin-8-yl)-4-isopropoxybenzamide